2-(5-chloro-2-ethoxy-4-fluoro-3-(tetrahydro-2H-pyran-4-yl)phenyl)propanal ClC=1C(=C(C(=C(C1)C(C=O)C)OCC)C1CCOCC1)F